CC=1N(C=2N(C(C1C=C)=O)N=C(C2N2CCCCC2)C2=CC=CC=C2)COCC[Si](C)(C)C 5-Methyl-2-phenyl-3-(piperidin-1-yl)-4-((2-(trimethylsilyl)ethoxy)methyl)-6-vinyl-pyrazolo[1,5-a]pyrimidin-7(4H)-one